2-[(1S)-2,2,2-trifluoro-1-methyl-ethoxy]pyridine FC([C@@H](OC1=NC=CC=C1)C)(F)F